CC(=O)N[C@H](C=O)[C@H]([C@@H]([C@@H](COP(=O)([O-])[O-])O)O)O The molecule is an organophosphate oxoanion resulting from the removal of both protons from the phosphate group of N-acetyl-D-mannosamine 6-phosphate. It has a role as a human metabolite. It is a conjugate base of an aldehydo-N-acetyl-D-mannosamine 6-phosphate.